Ethyl-4-(4-chlorophenyl)-2-(2-ethoxy-1-hydroxy-2-oxoethyl)-5-oxo-2,5-dihydrofuran-2-carboxylate C(C)OC(=O)C1(OC(C(=C1)C1=CC=C(C=C1)Cl)=O)C(C(=O)OCC)O